5,8-dichloro-3-methyl-10-(trifluoromethyl)-3λ6-thia-2,4-diazabicyclo[4.4.0]deca-1(6),2,4,7,9-pentaene 3-oxide ClC1=NS(=NC=2C(=CC(=CC12)Cl)C(F)(F)F)(C)=O